4-oxo-2,8-diazaspiro[4.5]decane-2,8-dicarboxylic acid 8-benzyl 2-tert-butyl ester C(C)(C)(C)OC(=O)N1CC2(C(C1)=O)CCN(CC2)C(=O)OCC2=CC=CC=C2